FC1(CCC(CC1)=O)C(C)C 4-fluoro-4-isopropylcyclohexan-1-one